7-(5-(5-(4-(3-(2-(2,6-dioxopiperidin-3-yl)-1-oxoisoindolin-5-yl)propyl)piperazin-1-yl)-1,3,4-thiadiazol-2-yl)-4-(isopropylamino)pyridin-2-yl)pyrrolo[1,2-b]pyridazine-3-carbonitrile O=C1NC(CCC1N1C(C2=CC=C(C=C2C1)CCCN1CCN(CC1)C1=NN=C(S1)C=1C(=CC(=NC1)C1=CC=C2N1N=CC(=C2)C#N)NC(C)C)=O)=O